C(C(C)C)NC1CCC(CC1)N1C(NC2=C1C=C(C(=C2)C=2C=C(C=1N(C2)N=CN1)OC)C)=O 1-((1S,4S)-4-(isobutylamino)cyclohexyl)-5-(8-methoxy-[1,2,4]triazolo[1,5-a]pyridin-6-yl)-6-methyl-1,3-dihydro-2H-benzo[d]imidazol-2-one